C(O[C@@H]1[C@](O[C@H](C1)N1C=CC2=C1N=C(N=C2N)Cl)(CO)C#C)(OCCCCCC)=O (2R,3S,5R)-5-(4-amino-2-chloro-7H-pyrrolo[2,3-d]pyrimidin-7-yl)-2-ethynyl-2-(hydroxymethyl)tetrahydrofuran-3-yl hexyl carbonate